1-(4-(6-chloro-7-(4-chlorophenyl)quinazolin-4-yl)piperazin-1-yl)prop-2-en-1-one ClC=1C=C2C(=NC=NC2=CC1C1=CC=C(C=C1)Cl)N1CCN(CC1)C(C=C)=O